C(C)(C)(C)C=1C=CC(=NC1)C(C(=O)NCC=1C=C2CN(C(C2=CC1)=O)C1C(NC(CC1)=O)=O)(F)F 2-(5-tert-butylpyridin-2-yl)-N-((2-(2,6-dioxopiperidin-3-yl)-1-oxoisoindolin-5-yl)methyl)-2,2-difluoroacetamide